Cl(=O)(=O)(=O)[O-].Cl(=O)(=O)(=O)[O-].N1=CC=CC2=CC=C3C=CC=NC3=C12.[Co+2] cobalt phenanthroline bis(perchlorate)